COC1=C(C=C(C=C1)CC=C)OC 1,2-dimethoxy-4-(2-propenyl)benzene